ClC1=C(C=CC2=C1O[C@@H]1[C@H](CC2)[C@H]([C@@H](C1)OC)\C=C\C(C(CCCC)(F)F)O)C(=O)O (1R,2R,3aS,10aR)-5-chloro-1-[(1E,3ξ)-4,4-difluoro-3-hydroxy-1-octen-1-yl]-2-methoxy-2,3,3a,9,10,10a-hexahydro-1H-benzo[b]cyclopenta[f]oxepin-6-carboxylic acid